oxalic acid sodium citrate C(CC(O)(C(=O)[O-])CC(=O)[O-])(=O)[O-].[Na+].C(C(=O)O)(=O)O.[Na+].[Na+]